O=C(C(=O)NC=1C2=C(C=NC1)C=NN2C2OCCCC2)N2[C@H](CC[C@@H](C2)C)C=2C=CC1=C(N=C(S1)[C@@H]1CC(N(CC1)C)(C)C)C2 2-oxo-2-[(2R,5S)-5-methyl-2-[2-[(4S)-1,2,2-trimethyl-4-piperidyl]-1,3-benzothiazol-5-yl]-1-piperidyl]-N-(1-tetrahydropyran-2-ylpyrazolo[4,3-c]pyridin-7-yl)acetamide